tetra(2,4-di-tertiary butyl phenyl) [1,1-biphenyl]-4,4'-diyl diphosphite P(OC1=C(C=C(C=C1)C(C)(C)C)C(C)(C)C)(OC1=C(C=C(C=C1)C(C)(C)C)C(C)(C)C)OC1=CC=C(C=C1)C1=CC=C(C=C1)OP(OC1=C(C=C(C=C1)C(C)(C)C)C(C)(C)C)OC1=C(C=C(C=C1)C(C)(C)C)C(C)(C)C